Methyl ((1R,3R)-3-(6-((6-(2,3-dihydrobenzo[b][1,4]dioxin-6-yl)pyridin-2-yl)amino)-3-methyl-2-oxo-2,3-dihydro-1H-imidazo[4,5-c]pyridin-1-yl)cyclopentyl)carbamate O1C2=C(OCC1)C=C(C=C2)C2=CC=CC(=N2)NC2=CC1=C(C=N2)N(C(N1[C@H]1C[C@@H](CC1)NC(OC)=O)=O)C